(S)-2-((5-(3-methyl-2-oxo-1-oxa-3,8-diaza-spiro[4.5]decan-8-yl)-pyridin-2-yl)amino)-6,6a,7,8-tetrahydro-9H-pyrido[2,3-b]-pyrrolo[1,2-d][1,4]-oxazin-9-one CN1C(OC2(C1)CCN(CC2)C=2C=CC(=NC2)NC2=CC1=C(OC[C@H]3N1C(CC3)=O)N=C2)=O